C(C)(C)(C)C=1C(=C(C=C(C1)CCC(=O)OCCCCCCCC)N1N=C2C(=N1)C=CC(=C2)Cl)O 2-(3'-tert-butyl-2'-hydroxy-5'-(2-octyloxycarbonyl-ethyl)phenyl)-5-chloro-benzotriazole